p-cresyl glycidyl ether CC1=CC=C(C=C1)OCC2CO2